(S)-3-((1,3-dioxolan-2-yl)methyl)-5-(benzo[d][1,3]dioxol-5-yl)-3-methyl-1-tosyl-1,2,3,6-tetrahydropyridine O1C(OCC1)C[C@@]1(CN(CC(=C1)C1=CC2=C(OCO2)C=C1)S(=O)(=O)C1=CC=C(C)C=C1)C